N-{4-[(6,7-dimethoxyquinolin-4-yl)oxy]phenyl}-N'-(4-fluorophenyl)cyclopropane-1,1-dicarboxamide glutarate C(CCCC(=O)O)(=O)O.COC=1C=C2C(=CC=NC2=CC1OC)OC1=CC=C(C=C1)NC(=O)C1(CC1)C(=O)NC1=CC=C(C=C1)F